N=1N(N=CC1)C1=C(C=C(C=N1)NC(=O)[C@H]1CC2(CC2)C2=C1C=NC=1N2N=C(C1)Cl)C(F)(F)F (S)-N-(6-(2H-1,2,3-triazol-2-yl)-5-(trifluoromethyl)pyridin-3-yl)-2-chloro-6,7-dihydrospiro[cyclopenta[e]pyrazolo[1,5-a]pyrimidine-8,1'-cyclopropane]-6-carboxamide